N-(cyclopropylmethyl)-N-[3-[1H-imidazol-4-ylmethyl(methyl)amino]phenyl]-4-methyl-benzamide C1(CC1)CN(C(C1=CC=C(C=C1)C)=O)C1=CC(=CC=C1)N(C)CC=1N=CNC1